IC1=CN=C2N1C=C(C=C2)N2CCN(CC2)C(=O)OC(C)(C)C tert-butyl 4-(3-iodoimidazo[1,2-a]pyridin-6-yl)-piperazine-1-carboxylate